NC=1C(=NC=CN1)B(O)O 3-AMINOPYRAZIN-2-YLBORONIC ACID